[C@H]12COC[C@@H]2C1N1N=C2N=C(C=NC2=C1)C1=C(C=C(C=C1C)C(F)(F)F)O 2-(2-((1R,5S,6r)-3-oxabicyclo[3.1.0]hexan-6-yl)-2H-pyrazolo[3,4-b]pyrazin-6-yl)-3-methyl-5-(trifluoromethyl)phenol